CC1=NC=2N(C(=C1)NCC(C=1SC=CC1)N1CC(OCC1)C)N=CN2 5-methyl-N-[2-(2-methyl-4-morpholinyl)-2-(2-thienyl)ethyl][1,2,4]triazolo[1,5-a]pyrimidin-7-amine